5-(5-fluoro-2-{[(3S)-3-(morpholin-4-ylmethyl)-3,4-dihydroisoquinolin-2(1H)-yl]carbonyl}phenyl)-1,2-dimethyl-N-(1-methyl-1H-pyrrolo[2,3-B]pyridin-5-yl)-N-phenyl-1H-pyrrole-3-carboxamide FC=1C=CC(=C(C1)C1=CC(=C(N1C)C)C(=O)N(C1=CC=CC=C1)C=1C=C2C(=NC1)N(C=C2)C)C(=O)N2CC1=CC=CC=C1C[C@H]2CN2CCOCC2